BrC1=C(C=C(C=C1)F)NC(=O)C1CN(C1)C(=O)OC(C)(C)C tert-butyl 3-((2-bromo-5-fluorophenyl)carbamoyl)azetidine-1-carboxylate